N1C(=NC2=C1C=CC=C2)N2N=C(C=C2O)C2CC2 1-(1H-1,3-benzodiazol-2-yl)-3-cyclopropyl-5-hydroxy-1H-pyrazol